NC1=NC2=C(C(=CC=C2C(=N1)C=1N=NN(C1)CC1=CC=CC(=N1)C(CO)(C)C)F)OC 2-(6-{[4-(2-Amino-7-fluoro-8-methoxy-4-quinazolinyl)-1H-1,2,3-triazol-1-yl]methyl}-2-pyridyl)-2-methyl-propanol